C(CCCC=CCCCCCCCCCCCCCC)(=O)O eicos-5-enoic acid